5,5-Dimethyl-1,3-dioxolan-4-one CC1(C(OCO1)=O)C